benzyl 3-methylpyrrole-2-carboxylate CC1=C(NC=C1)C(=O)OCC1=CC=CC=C1